(1-tert-Butoxycarbonyl-4-piperidyl)acetic acid C(C)(C)(C)OC(=O)N1CCC(CC1)CC(=O)O